1-(2-amino-3-bromo-5-methoxyphenyl)-2-chloroethanone NC1=C(C=C(C=C1Br)OC)C(CCl)=O